3-(1'-((3-methyl-1H-indol-4-yl)methyl)-7-oxo-5,7-dihydro-2H,6H-spiro[furo[2,3-f]isoindole-3,4'-piperidin]-6-yl)piperidine-2,6-dione CC1=CNC2=CC=CC(=C12)CN1CCC2(CC1)COC1=CC=3C(N(CC3C=C12)C1C(NC(CC1)=O)=O)=O